pentenyl pentenoate C(C=CCC)(=O)OC=CCCC